ON[C@@H](CCSC)C(=O)O |r| racemic-hydroxymethionine